N-[3-(1-methylpiperidin-4-yl)-1H-pyrrolo[3,2-b]pyridin-5-yl]butanamide CN1CCC(CC1)C1=CNC=2C1=NC(=CC2)NC(CCC)=O